CN1N=NC(=C1)C 1,4-dimethyl-1H-1,2,3-triazole